BrC=1C=NN(C1C(C)C)C1OCCCC1 4-bromo-5-isopropyl-1-(tetrahydro-2H-pyran-2-yl)-1H-pyrazole